4H-[1,4]Benzoxazin-3-one, hydrochloride Cl.O1CC(NC2=C1C=CC=C2)=O